di-tert-butyl-2,2'-methylene-di-p-cresol C(C)(C)(C)C1=C(C(=C(C(=C1)O)CC1=CC(=CC=C1O)C)C(C)(C)C)C